CN1C(C(C2=CC(=CC=C12)Cl)(C(=O)[O-])C(=O)[O-])=S 1-methyl-3,3-dicarboxylato-5-chloro-indoline-2-thione